dineopentyl 2-tertbutyl-3-isopropylsuccinate C(C)(C)(C)C(C(=O)OCC(C)(C)C)C(C(=O)OCC(C)(C)C)C(C)C